[Au+].[Ru+2] ruthenium (II)-gold (I)